benzyl (trans-4-(((trans-4-((tert-butoxycarbonyl)amino)cyclohexyl)(ethyl)amino)methyl)cyclohexyl)carbamate C(C)(C)(C)OC(=O)N[C@@H]1CC[C@H](CC1)N(CC)C[C@@H]1CC[C@H](CC1)NC(OCC1=CC=CC=C1)=O